C(C)(C)(C)NC(COC[C@@H]1N(COC1=O)C(=O)OCC1C2=CC=CC=C2C=2C=CC=CC12)=O (9H-fluoren-9-yl)methyl (S)-4-((2-(tert-butylamino)-2-oxoethoxy)methyl)-5-oxooxazolidine-3-carboxylate